FC=1C=CC(=C(C(=O)N(C(C)C)CCOC)C1)C=1C=2N(C=C(C1)C1CN(C1)C(C(C)C)CCC=O)C(=NC2)C 5-Fluoro-N-(2-methoxyethyl)-2-{3-methyl-6-[1-(2-methyl-6-oxohexan-3-yl)azetidin-3-yl]imidazo[1,5-a]pyridin-8-yl}-N-(isopropyl)benzamide